3,3-bis(4-cyanatophenyl)heptane O(C#N)C1=CC=C(C=C1)C(CC)(CCCC)C1=CC=C(C=C1)OC#N